cis-N-(4-chloro-3-(1-methyl-1H-1,2,4-triazol-3-yl)phenyl)-3-methyl-1-(5-methyl-1,3,4-oxadiazol-2-yl)-7-azabicyclo[4.1.1]octane-7-carboxamide ClC1=C(C=C(C=C1)NC(=O)N1C2CCC(CC1(C2)C=2OC(=NN2)C)C)C2=NN(C=N2)C